CNC(=O)C1=NN(C(=C1)C(=O)NC=1SC=CN1)[C@@H](C)C1=CC=CC=C1 (S)-N3-methyl-1-(1-phenylethyl)-N5-(thiazol-2-yl)-1H-pyrazole-3,5-dicarboxamide